4-((1-(4-(6-(trifluoromethyl)pyridin-2-yl)piperazine-1-carbonyl)cyclobutyl)amino)benzonitrile FC(C1=CC=CC(=N1)N1CCN(CC1)C(=O)C1(CCC1)NC1=CC=C(C#N)C=C1)(F)F